C(=O)(O)C=1C(=C(C=C(C(=O)OC(C)C)C#N)C=CC1)O isopropyl 3-carboxy-2-hydroxy-α-cyanocinnamate